C(C)(C)(C)OC(=O)N1CC2C(CC1)OSO2.C(#N)C2(C1CCN(CC21)C(=O)OC(C)(C)C)C2=CSC=C2 tert-butyl 7-cyano-7-(thiophen-3-yl)-3-azabicyclo[4.1.0]heptane-3-carboxylate Tert-butyl-tetrahydro-[1,3,2]dioxathiolo[4,5-c]pyridine-5(4H)-carboxylate